ClC1=CC=C(C=C1)C=1N=CN(C1C1=C(C=NC=C1)Cl)CC(=O)N[C@H]1CN(CC1)C 2-[4-(4-chlorophenyl)-5-(3-chloropyridin-4-yl)-1H-imidazol-1-yl]-N-[(3R)-1-methylpyrrolidin-3-yl]acetamide